CN1C=C(C=2C(N(C=C(C21)C)C)=O)C(=O)N2CCC(CC2)OC2=CC=C(C=C2)C 1,5,7-trimethyl-3-((4-(4-methylphenoxy)piperidin-1-yl)carbonyl)-1,5-dihydro-4H-pyrrolo[3,2-c]pyridin-4-one